vinyl-tris(1,1-dimethyl-propynyloxy)silane C(=C)[Si](OC(C#C)(C)C)(OC(C#C)(C)C)OC(C#C)(C)C